C(=O)(OC(C)(C)C)N1[C@@H](CCC1)C(=O)O (S)-N-Bocproline